S(=O)(OC[C@@H](C)NC(=O)C1=CC2=CC=CC(=C2C=C1)OC1=CC=C(C=C1)C(F)(F)F)OC[C@@H](C)NC(=O)C1=CC2=CC=CC(=C2C=C1)OC1=CC=C(C=C1)C(F)(F)F bis((R)-2-(5-(4-(trifluoromethyl)phenoxy)-2-naphthamido)propyl) sulfite